(S)-1-(6-(dimethylamino)pyridin-3-yl)-3-(3-(1-((2-ethyl-2H-pyrazolo[3,4-b]pyrazin-6-yl)amino)ethyl)phenyl)urea CN(C1=CC=C(C=N1)NC(=O)NC1=CC(=CC=C1)[C@H](C)NC=1C=NC=2C(N1)=NN(C2)CC)C